COC(C1=C(C=CC=C1)C#CC1=CC=C(C=C1)OCC=1C(=NOC1C1CC1)C1=C(C=CC=C1Cl)Cl)=O ((4-((5-cyclopropyl-3-(2,6-dichlorophenyl)isoxazol-4-yl)methoxy)phenyl)ethynyl)benzoic acid methyl ester